N=C1N(C(OC1[C@H](C[C@H]1C(NCC1)=O)NC(=O)[C@H](CC(C)C)NC(=O)C=1NC2=CC=CC(=C2C1)OC)=O)C1=CC=CC=C1 N-[(1S)-1-[[(1S)-1-(4-imino-2-oxo-3-phenyl-oxazolidin-5-yl)-2-[(3S)-2-oxopyrrolidin-3-yl]ethyl]carbamoyl]-3-methyl-butyl]-4-methoxy-1H-indole-2-carboxamide